(2S,5S)-9-(2-amino-1-methylpropoxy)-5-{[tert-butylbis(phenyl)siloxy]methyl}-2-isopropyl-1-methyl-1,4,5,6-tetrahydro-1,4-benzodiazocin N[C@H](C(OC1=CC2=C(C[C@H](NC=C(N2C)C(C)C)CO[Si](C2=CC=CC=C2)(C2=CC=CC=C2)C(C)(C)C)C=C1)C)C